OCC(C(C)C1=C(C(=CC(=C1)F)F)F)=O hydroxy-3-(2,3,5-trifluorophenyl)butan-2-one